3-((4-(1-(3-((2,6-dioxopiperidin-3-yl)amino)benzyl)piperidin-4-yl)phenyl)amino)-5-((R)-3-(3-methyl-2-oxoimidazolin-1-yl)piperidin-1-yl)pyrazine-2-carboxamide O=C1NC(CCC1NC=1C=C(CN2CCC(CC2)C2=CC=C(C=C2)NC=2C(=NC=C(N2)N2C[C@@H](CCC2)N2C(N(CC2)C)=O)C(=O)N)C=CC1)=O